bismuth tetradecanoate C(CCCCCCCCCCCCC)(=O)[O-].[Bi+3].C(CCCCCCCCCCCCC)(=O)[O-].C(CCCCCCCCCCCCC)(=O)[O-]